NC1=NC=NN2C1=C(C=C2C=2C=C(C(=NC2)OC)C(=O)N[C@@H]2CN(C[C@@H]2F)C(C2=CC(=CC=C2)F)=O)CN2CCC(CC2)(F)F 5-{4-amino-5-[(4,4-difluoropiperidin-1-yl)methyl]pyrrolo[2,1-f][1,2,4]triazin-7-yl}-N-[(3R,4S)-4-fluoro-1-(3-fluorobenzoyl)pyrrolidin-3-yl]-2-methoxypyridine-3-carboxamide